OC12C(C=3C=CSC3N=C2N(CC1)C1=CC=C(C#N)C=C1)=O 4-{9-hydroxy-8-oxo-4-thia-2,12-diazatricyclo[7.3.0.03,7]dodeca-1,3(7),5-trien-12-yl}benzonitrile